CC1=NN2C(C=C(C=C2C)C=2N=C3N(C(N2)=O)C=C(C=C3C)N3C[C@@H](NCC3)C)=C1 2-{2,7-dimethylpyrazolo[1,5-a]pyridin-5-yl}-9-methyl-7-[(3S)-3-methylpiperazin-1-yl]-4H-pyrido[1,2-a][1,3,5]triazin-4-one